BrC=1C=CC=C2C(=NC(=NC12)Cl)NN=CC1=CC(=CC=C1)C 8-Bromo-2-chloro-4-(2-(3-methylbenzylidene)hydrazinyl)quinazoline